C(#N)C1(CCNCC1)CN1C=CC2=CC(=CC(=C12)C1=C2C(=NC=C1)C=C(S2)CN2C(C1C(C1C2=O)(C)C)=O)C#N 1-((4-Cyanopiperidin-4-yl)methyl)-7-(2-((6,6-dimethyl-2,4-dioxo-3-azaBicyclo[3.1.0]hexane-3-yl)methyl)thieno[3,2-b]pyridin-7-yl)-1H-indole-5-carbonitrile